BrCCCSC1=CC(=C(C=C1)N1N=C(C=C1C1=C(C=CC=C1OC)OC)C=1OC(C2(N1)C1CC3CC(CC2C3)C1)=O)C(C)C 2'-(1-(4-((3-bromopropyl)thio)-2-isopropylphenyl)-5-(2,6-dimethoxyphenyl)-1H-pyrazol-3-yl)-5'H-spiro[adamantan-2,4'-oxazol]-5'-one